FC=1C=C(C(=O)NCCCCCCC(=O)NO)C=CC1NC(=N)NC1=CC=C(C=C1)OC(F)(F)F 3-fluoro-N-(7-(hydroxyamino)-7-oxoheptyl)-4-(3-(4-(trifluoromethoxy)phenyl)guanidino)benzamide